4-(3-(4-(2-(4-((1-(2,6-difluoro-4-(pyrimidin-4-yl)benzoyl)piperidin-4-yl)oxy)piperidin-1-yl)acetyl)piperazine-1-carbonyl)-4-fluorobenzyl)phthalazin-1(2H)-one FC1=C(C(=O)N2CCC(CC2)OC2CCN(CC2)CC(=O)N2CCN(CC2)C(=O)C=2C=C(CC3=NNC(C4=CC=CC=C34)=O)C=CC2F)C(=CC(=C1)C1=NC=NC=C1)F